N1=NN=NC=C1 1,2,3,4-Tetrazine